1-(2-((2S,4R)-2-((6-bromopyridin-2-yl)carbamoyl)-4-fluoropyrrolidin-1-yl)-2-oxoethyl)-3-(2-methylpyrimidin-5-yl)-1H-pyrazole-5-carboxamide BrC1=CC=CC(=N1)NC(=O)[C@H]1N(C[C@@H](C1)F)C(CN1N=C(C=C1C(=O)N)C=1C=NC(=NC1)C)=O